Sodium ditaurin NCCS(=O)(=O)O.NCCS(=O)(=O)O.[Na]